BrC1=NC=C(C(=C1)C)[N+](=O)[O-] 2-bromo-4-methyl-5-nitro-pyridine